succinic acid bis(2-hydroxyethyl) ester OCCOC(CCC(=O)OCCO)=O